ClC1=CC2=C(N(C(N2C2CCN(CC2)C)=O)CC2=CC=C(C=C2)C=2OC(=NN2)C(F)F)C=C1Cl 5,6-dichloro-1-(4-(5-(difluoromethyl)-1,3,4-oxadiazole-2-yl)benzyl)-3-(1-methylpiperidine-4-yl)-1,3-dihydro-2H-benzo[d]imidazole-2-one